O=C1CN(C2=CC=CC=C2N1)C1CCN(CC1)C(=O)O 4-(3-oxo-3,4-dihydroquinoxalin-1(2H)-yl)piperidine-1-carboxylic acid